1,4,7,10-tetraazacyclododecane-1,4,7-triacetamide N1(CCN(CCN(CCNCC1)CC(=O)N)CC(=O)N)CC(=O)N